tri(3-methacryloxypropyl)methoxyzirconium C(C(=C)C)(=O)OCCC[Zr](OC)(CCCOC(C(=C)C)=O)CCCOC(C(=C)C)=O